2,6-dichloro-N-(3-methoxybenzyl)benzothioamide ClC1=C(C(NCC2=CC(=CC=C2)OC)=S)C(=CC=C1)Cl